O=C\1NC2=CC=C(C=C2/C1=C\1/NC2=CC=CC=C2/C1=N\OCCCN1CCCCC1)C#N (2Z,3E)-2'-oxo-3-((3-(piperidin-1-yl)propoxy)imino)-[2,3'-biindolinylidene]-5'-carbonitrile